8-[(1R)-1-[[6-chloro-2-(1-hydroxy-3H-2,1-benzoxaborol-6-yl)-3-pyridyl]amino]ethyl]-3,6-dimethyl-2-(1-piperidyl)chromen-4-one ClC1=CC=C(C(=N1)C1=CC2=C(COB2O)C=C1)N[C@H](C)C=1C=C(C=C2C(C(=C(OC12)N1CCCCC1)C)=O)C